8-chloro-7-fluoronaphthalen-1-yl-trifluoromethane ClC=1C(=CC=C2C=CC=C(C12)C(F)(F)F)F